COC(CC1=C(C=CC=C1)C=1CCOCC1)=O 2-(2-(3,6-dihydro-2H-pyran-4-yl)phenyl)acetic acid methyl ester